2,2-bis[4-(2-trifluoromethyl-4-aminophenoxy)phenyl]propane FC(C1=C(OC2=CC=C(C=C2)C(C)(C)C2=CC=C(C=C2)OC2=C(C=C(C=C2)N)C(F)(F)F)C=CC(=C1)N)(F)F